propenyl ether 3-hydroxy-3-carboxyglutarate OC(CC(=O)O)(CC(=O)O)C(=O)O.C(=CC)OC=CC